N-(2-chlorobenzyl)-1-phenylpropan-2-amine ClC1=C(CNC(CC2=CC=CC=C2)C)C=CC=C1